ethyl 2-(2-((5-bromo-2-isopropylbenzofuran-3-yl)methoxy)phenyl)acetate BrC=1C=CC2=C(C(=C(O2)C(C)C)COC2=C(C=CC=C2)CC(=O)OCC)C1